3-(dibromomethylene)-1,4-pentadiyne BrC(=C(C#C)C#C)Br